FC(C=1C=CC(=NC1)[C@@H]1[C@H](C1)B1OC(C(O1)(C)C)(C)C)F |r| racemic-5-(difluoromethyl)-2-((1S,2S)-2-(4,4,5,5-tetramethyl-1,3,2-dioxaborolan-2-yl)cyclopropyl)pyridine